2,5-dichloro-N-(3-(methylsulfonyl)benzyl)pyrimidin-4-amine ClC1=NC=C(C(=N1)NCC1=CC(=CC=C1)S(=O)(=O)C)Cl